CC1N(C2=C(OC1)N=C1C(=C2)C=CN1COCC[Si](C)(C)C)C(=O)OC(C)(C)C tert-butyl 2-methyl-6-((2-(trimethylsilyl) ethoxy) methyl)-2,3-dihydropyrrolo[3',2':5,6]Pyrido[2,3-b][1,4]Oxazine-1(6H)-carboxylate